4-{1-[1-phenyl-2-(1H-1,2,4-triazol-1-yl)ethyl]-1H-pyrazol-4-yl}-7H-pyrrolo[2,3-d]pyrimidine C1(=CC=CC=C1)C(CN1N=CN=C1)N1N=CC(=C1)C=1C2=C(N=CN1)NC=C2